N-[(1R)-1-[3-(1,1-difluoro-2-hydroxyethyl)phenyl]ethyl]-4-methoxy-5-(1-methylpiperidin-3-yl)-1H-indazole-7-carboxamide FC(CO)(F)C=1C=C(C=CC1)[C@@H](C)NC(=O)C=1C=C(C(=C2C=NNC12)OC)C1CN(CCC1)C